CC=1C=C(C=NC1)NC=1SC=C(N1)C1=NC=CC=C1 N-(5-methylpyridin-3-yl)-4-(pyridin-2-yl)thiazol-2-amine